C[C@@H]1CNC(N1CC1=CC(=NC=C1)NC([C@H](C1CCC(CC1)C)NC(OC(C)(C)C)=O)=O)=O Tert-butyl ((S)-2-((4-(((R)-5-methyl-2-oxoimidazolidin-1-yl)methyl)pyridin-2-yl)amino)-1-((1r,4S)-4-methylcyclohexyl)-2-oxoethyl)carbamate